C(CCCCCCCCCCC)C(N(C)C)C(=O)O Dodecyl-dimethyl-glycine